3-(methylamino)propane-1-thiol CNCCCS